3-methoxy-N-(5-(3-(piperidine-1-carbonyl)pyrazolo[1,5-a]pyridin-7-yl)pyridin-3-yl)propenamide COC=CC(=O)NC=1C=NC=C(C1)C1=CC=CC=2N1N=CC2C(=O)N2CCCCC2